CN1C(N(CCC1)C)=O 1,3-dimethyl-2-oxo-hexahydropyrimidine